FC=1C=C(CC=2C=C3C(=NNC3=CC2)NC2=C(C=C(C=C2)F)[N+](=O)[O-])C=C(C1)F N-(5-(3,5-difluorobenzyl)-1H-indazol-3-yl)-4-fluoro-2-nitroaniline